rac-(3R)-3-{4-[(1-{1-[6-(2-hydroxyphenyl)pyridazin-4-yl]-4-phenylpiperidine-4-carbonyl}piperidin-4-yl)oxy]phenyl}piperidine-2,6-dione OC1=C(C=CC=C1)C1=CC(=CN=N1)N1CCC(CC1)(C(=O)N1CCC(CC1)OC1=CC=C(C=C1)[C@@H]1C(NC(CC1)=O)=O)C1=CC=CC=C1 |r|